1-(1H-benzo[d]imidazol-5-yl)-5-(4-(4-morpholinocyclohexyl)phenyl)imidazolidin-2-one N1C=NC2=C1C=CC(=C2)N2C(NCC2C2=CC=C(C=C2)C2CCC(CC2)N2CCOCC2)=O